C1(CCC1)N1CCN(CC1)C1CCN(CC1)C1=C(C=C(C(=C1)OC)NC1=NC=NC(=C1)N1OCC[C@@H]1C1=CC(=CC(=C1)F)F)NC(C=C)=O N-(2-(4-(4-cyclobutylpiperazine-1-yl)piperidine-1-yl)-5-((6-((R)-3-(3,5-difluorophenyl)-isoxazolidine-2-yl)pyrimidine-4-yl)amino)-4-methoxyphenyl)acrylamide